4-(4-amino-2-fluorophenoxy)-3-(1-methyl-1H-pyrazol-4-yl)pyridin-2-amine NC1=CC(=C(OC2=C(C(=NC=C2)N)C=2C=NN(C2)C)C=C1)F